COC=1C=C(C=CC1)CN1N=C2N=C(N=C(C2=C1)N)C1=NC=CN=C1 2-[(3-Methoxyphenyl)methyl]-6-pyrazin-2-yl-pyrazolo[3,4-d]pyrimidin-4-amine